2-methoxy-8-(5-phenyl-1,2,4-thiadiazol-3-yl)quinoline-3-carboxamide COC1=NC2=C(C=CC=C2C=C1C(=O)N)C1=NSC(=N1)C1=CC=CC=C1